OC(C(=O)C1=CC=CC=C1)(C)C α-hydroxydimethylacetophenone